ClC1=C(C(=CC=C1Cl)OC)C1=CC=2N(C=C1)C=C(N2)C2CN(CC2)C(=O)OCC2=CC=CC=C2 benzyl 3-(7-(2,3-dichloro-6-methoxyphenyl)imidazo[1,2-a]pyridin-2-yl)pyrrolidine-1-carboxylate